O.O.C(C1=CC=CC=C1)OC(=O)N1[C@]([C@H](C1)C)(C(=O)[O-])CC(=O)O.[Na+].[Na+].C(C1=CC=CC=C1)OC(=O)N1[C@]([C@H](C1)C)(C(=O)[O-])CC(=O)O disodium (2R,3S)-1-((benzyloxy)carbonyl)-2-(carboxymethyl)-3-methylazetidine-2-carboxylate di-hydrate